L-glucose monohydrate O.O=C[C@@H](O)[C@H](O)[C@@H](O)[C@@H](O)CO